(2-(trifluoromethyl)phenyl)hydrazine hydrochloride Cl.FC(C1=C(C=CC=C1)NN)(F)F